OC1(CCN(CC1)C1=CC(=C(C=C1)NC=1C=CC2=C(OCC(N2)=O)C1)C)C 7-((4-(4-hydroxy-4-methylpiperidin-1-yl)-2-methylphenyl)amino)-2H-benzo[b][1,4]oxazin-3(4H)-on